ClC=1C=C(C=CC1)\C(=N\NC1=CC=CC=C1)\C1=CC=CC=C1 (E)-1-((3-chlorophenyl)(phenyl)methylene)-2-phenylhydrazine